5-methyl-6-[3-(1-methylpyrazol-3-yl)-7,8-dihydro-5H-1,6-naphthyridin-6-yl]-N-(thiazol-2-ylmethyl)pyridine-3-carboxamide CC=1C=C(C=NC1N1CC=2C=C(C=NC2CC1)C1=NN(C=C1)C)C(=O)NCC=1SC=CN1